6-[4-[(4-ethylpiperazin-1-yl)methyl]phenyl]-N-[(1R)-1-phenylethyl]-7H-pyrrolo[2,3-d]pyrimidin-4-amine C(C)N1CCN(CC1)CC1=CC=C(C=C1)C1=CC2=C(N=CN=C2N[C@H](C)C2=CC=CC=C2)N1